O=C1NC(CCC1N1C(C2=CC=CC(=C2C1=O)NCCOCCOC=1C=C(C=CC1)CC(=O)NC=1SC(=C(N1)C1=CC(=C(C=C1)N(C(C1=C(C=CC=C1)C)=O)C)C)C)=O)=O N-(4-(2-(2-(3-(2-(2-((2-(2,6-dioxopiperidin-3-yl)-1,3-dioxoisoindolin-4-yl)amino)ethoxy)ethoxy)phenyl)acetamido)-5-methylthiazol-4-yl)-2-methylphenyl)-N,2-dimethylbenzamide